O=C1NC(CCC1N1C(C2=CC=CC(=C2C1)OCCCCCCC(=O)O)=O)=O 7-((2-(2,6-dioxopiperidin-3-yl)-1-oxoisoindolin-4-yl)oxy)heptanoic acid